C(C)(C)(C)OC=1N=CC(=NC1)B(O)O 5-(TERT-BUTOXY)PYRAZINE-2-BORONIC ACID